C(CCC)C1OCC2=C(O1)C=CC=C2 2-butyl-1,3-benzodioxan